C(CCCCCCCCCCC)N(CCCCCCCCCCCC)CCN1CCNCC1 N-Dodecyl-N-(2-(piperazin-1-yl)ethyl)dodecan-1-amine